N-((2-(6-(((3-fluorooxetan-3-yl)methyl)amino)pyridin-2-yl)-1,6-naphthyridin-7-yl)methyl)-5-(methylsulfonyl)nicotinamide FC1(COC1)CNC1=CC=CC(=N1)C1=NC2=CC(=NC=C2C=C1)CNC(C1=CN=CC(=C1)S(=O)(=O)C)=O